4-((5-fluoropyridin-2-yl)methoxy)-1-(5-methyl-2,3,4,5-tetrahydro-1H-pyrido[4,3-b]indol-7-yl-1,1,3,3-d4)pyridin-2(1H)-one FC=1C=CC(=NC1)COC1=CC(N(C=C1)C=1C=CC=2C3=C(N(C2C1)C)CC(NC3([2H])[2H])([2H])[2H])=O